hydroxy-estra-4,9-dien-3-one OC[C@@]12CCC[C@H]1[C@@H]1CCC3=CC(CCC3=C1CC2)=O